BrC1=C(O[C@@H]2[C@H](N(CC2)C(=O)N2C[C@@H]3[C@@H](OCC(N3)=O)CC2)C)C=C(C=C1)C(F)(F)F |&1:4,5| (4aR,8aS)-6-[rac-(2R,3S)-3-[2-Bromo-5-(trifluoromethyl)phenoxy]-2-methyl-pyrrolidine-1-carbonyl]-4,4a,5,7,8,8a-hexahydropyrido[4,3-b][1,4]oxazin-3-one